OC1=C(C=CC(=C1)OCCCC)C1=NC(=NC(=N1)C1=C(C=C(C=C1)OCCCC)O)C1=C(C=C(C=C1)OCCCC)OCCCC 2,4-bis(2-hydroxy-4-butyloxyphenyl)-6-(2,4-bisbutyloxyphenyl)-1,3,5-triazine